ClC1=NC=CC(=N1)C1=CN=C2N1C=C(N=C2)C(F)F 3-(2-chloropyrimidin-4-yl)-6-(difluoromethyl)imidazo[1,2-a]pyrazine